N1(CCCCC1)C(=O)C1=CC=C(C=C1)C1NC2=CC=CC=C2CC1 piperidine-1-yl-(4-(1,2,3,4-tetrahydroquinoline-2-yl)phenyl)methanone